C1(CC1)C=1C=CC=C2C(=C(N3C(C12)=NC=N3)C(=O)NCC(=O)OC)O methyl (10-cyclopropyl-6-hydroxy-[1,2,4]triazolo[5,1-a]isoquinoline-5-carbonyl)glycinate